C(C)OC([C@H](CCC1=NC2=C(N1C)C=CC(=C2)[N+](=O)[O-])N)=O (2S)-2-amino-4-(1-methyl-5-nitro-benzoimidazol-2-yl)butanoic acid ethyl ester